3-[(2,6-dichloropurin-9-yl)methyl]-N-[(2,4-dimethoxyphenyl)methyl]pyridin-2-amine ClC1=NC(=C2N=CN(C2=N1)CC=1C(=NC=CC1)NCC1=C(C=C(C=C1)OC)OC)Cl